FC1=CC=C(C(=O)C2=CC=C(C=C2)F)C=C1.[Na] sodium 4,4'-difluorobenzophenone